ClC1=C(NCC#C)C=CC(=C1)S(=O)(=O)C 2-chloro-4-(methylsulfonyl)-N-(prop-2-yn-1-yl)aniline